4-(2-(1-(1-(3-isopropyl-1,2,4-oxadiazol-5-yl)piperidin-4-yl)ethoxy)thiazolo[5,4-b]pyridin-5-yl)benzonitrile C(C)(C)C1=NOC(=N1)N1CCC(CC1)C(C)OC=1SC2=NC(=CC=C2N1)C1=CC=C(C#N)C=C1